ethyl-7-fluoro-3-(methoxymethoxy)-1-naphthoic acid methyl ester COC(=O)C1=C(C(=CC2=CC=C(C=C12)F)OCOC)CC